C(C1=CC=CC=C1)(=O)C=1C(=C(C=CC1)C(=O)C(O)C1=CC=CC=C1)C(C1=CC=CC=C1)=O dibenzoylbenzoin